NC[C@@H]1C2=C(B(O1)O)C=C(C=C2)C2=CC=C(C=C2)[C@H]([C@@H](CO)NC(CCl)=O)O N-((1R,2R)-1-(4-((S)-3-(aminomethyl)-1-hydroxy-1,3-dihydrobenzo[c][1,2]oxaborol-6-yl)phenyl)-1,3-dihydroxypropan-2-yl)-2-chloroacetamide